COC=1C=C(C=CC1OC)C1=CC=NC=2N1N=C(C2)C(=O)N2CC1=CC(=CC=C1CC2)C(=O)O 2-(7-(3,4-dimethoxyphenyl)pyrazolo[1,5-a]pyrimidine-2-carbonyl)-1,2,3,4-tetrahydroisoquinoline-7-carboxylic acid